4-(8-Chloro-5,6-dihydro-11H-benzo[5,6]cyclohepta[1,2-b]pyridin-11-ylidene)-N-(1-(2,6-dimethylphenoxy)propan-2-yl)piperidine-1-carboxamide ClC=1C=CC2=C(CCC=3C(=NC=CC3)C2=C2CCN(CC2)C(=O)NC(COC2=C(C=CC=C2C)C)C)C1